FC(C=1N=CC(=NC1)CC1CC2(CNC2)C1)(F)F 6-[[5-(trifluoro-methyl)pyrazin-2-yl]meth-yl]-2-aza-spiro[3.3]heptane